[C@H]12CC(C[C@H](CC1)N2)C=2C1=C(N=C(N2)OC[C@]23CCCN3C[C@@H](C2)F)CN(CC1)C1=CC=CC2=CC=CC(=C12)CC 4-((1R,3s,5S)-8-azabicyclo[3.2.1]octan-3-yl)-7-(8-ethylnaphthalen-1-yl)-2-(((2R,7aS)-2-fluorotetrahydro-1H-pyrrolizin-7a(5H)-yl)methoxy)-5,6,7,8-tetrahydropyrido[3,4-d]pyrimidine